FC1(C[C@H]2C([C@H]2C1)CNC1=C(C=C(C=N1)S(=O)(=O)NC)C=1N=CN(C1)C)F 6-((((1R,5S,6r)-3,3-difluorobicyclo[3.1.0]hexan-6-yl)methyl)amino)-N-methyl-5-(1-methyl-1H-imidazol-4-yl)pyridine-3-sulfonamide